C(#N)C1=C(C=C(C=C1)N1C(N(C(C1=O)(C)C)CC1=CC=CC(=N1)C(=O)O)=S)C(F)(F)F 6-((3-(4-cyano-3-(trifluoromethyl)phenyl)-5,5-dimethyl-4-oxo-2-thioxoimidazolidin-1-yl)methyl)picolinic acid